(R)-2-(4,4-diethyl-5-oxotetrahydrofuran-2-yl)ethyl 4-methylbenzenesulfonate CC1=CC=C(C=C1)S(=O)(=O)OCC[C@@H]1OC(C(C1)(CC)CC)=O